C(=O)(O)C(=O)[O-] carboxy(carboxylate)